Cl.N[C@@H](C(=O)O)CC=1C=NC(=CC1)C(F)(F)F (2R)-2-amino-3-[6-(trifluoromethyl)-3-pyridyl]propanoic acid hydrochloride salt